CC=1C=C(C(=O)N/N=C/C2=CC(=CC=C2)C)C=CC1 (E)-3-methyl-N'-(3-methylbenzylidene)benzoyl-hydrazine